C1(CC1)N1C(C(=CC=C1)NC(=O)C=1C(=C(C=2N(C1)C=C(N2)[C@@]21CO[C@@](CC2)(C1)C)F)OC(C)C)=O N-(1-cyclopropyl-2-oxo-1,2-dihydropyridin-3-yl)-8-fluoro-7-isopropoxy-2-((1S,4R)-1-methyl-2-oxabicyclo[2.2.1]heptan-4-yl)imidazo[1,2-a]pyridine-6-carboxamide